(5S)-1'-[7-(3-chloro-2-methyl-4-pyridyl)-6-methyl-pyrazolo[1,5-a]pyrazin-4-yl]-3-methoxy-spiro[5,7-dihydrocyclopenta[c]pyridine-6,4'-piperidine]-5-amine ClC=1C(=NC=CC1C1=C(N=C(C=2N1N=CC2)N2CCC1(CC2)[C@@H](C2=C(C=NC(=C2)OC)C1)N)C)C